N-((R)-1-(3-Amino-5-(1,1-difluoro-2-methoxyethyl)phenyl)ethyl)-7-methoxy-2-(methoxymethyl)-6-(((S)-tetrahydrofuran-3-yl)oxy)quinazolin-4-amine NC=1C=C(C=C(C1)C(COC)(F)F)[C@@H](C)NC1=NC(=NC2=CC(=C(C=C12)O[C@@H]1COCC1)OC)COC